C(C)(C)(C)OC(=O)NCCCCN(CCCCC(=O)OCCCCCCCCC)CCCCC(=O)OCCCCCCCCC nonyl 5-[4-(tert-butoxycarbonylamino)butyl-(5-nonoxy-5-oxo-pentyl)amino]pentanoate